C(C)OC(=O)C=1C(=NC(=NC1)Cl)NC1CC(CC1)O 2-chloro-4-((3-hydroxycyclopentyl)amino)pyrimidine-5-carboxylic acid ethyl ester